C1(CC1)CN1C(NC2=NN(C(C(=C21)C2=CC=C(C=C2)OC([2H])([2H])[2H])=O)C2=CC1=CN(N=C1C=C2)C)=O 5-(cyclopropylmethyl)-4-(4-(methoxy-d3)phenyl)-2-(2-methyl-2H-indazol-5-yl)-2,7-dihydro-3H-imidazo[4,5-c]pyridazine-3,6(5H)-dione